ClC=1C=CC(=C(C1)N1CCNCC1)C 1-(5-chloro-2-methyl-phenyl)piperazine